tert-butyl 3-((1-chloroisoquinolin-6-yl)oxy)azetidine-1-carboxylate ClC1=NC=CC2=CC(=CC=C12)OC1CN(C1)C(=O)OC(C)(C)C